C1(=CC=CC=C1)C=CC=C1CNC(O1)=O 5-((phenylvinyl)methylene)oxazolidin-2-one